3-(Dimethylphosphorylmethyl)-3-methyl-azetidine TFA salt OC(=O)C(F)(F)F.CP(=O)(C)CC1(CNC1)C